3-[6-fluoro-5-(trifluoromethyl)-1H-benzo[d]imidazol-2-yl]-N-(4-pyridazin-3-ylphenyl)aniline FC=1C(=CC2=C(NC(=N2)C=2C=C(NC3=CC=C(C=C3)C=3N=NC=CC3)C=CC2)C1)C(F)(F)F